ClC1=NC=C(C(=O)N)C(=C1)NC1=NC=CC=C1OC 6-chloro-4-((3-methoxypyridin-2-yl)amino)nicotinamide